1-(tert-Butyl)-5-fluoro-N-(5-methyl-4-(8-morpholinoimidazo[1,2-a]pyridin-6-yl)pyridin-2-yl)-1H-pyrazole-4-carboxamide C(C)(C)(C)N1N=CC(=C1F)C(=O)NC1=NC=C(C(=C1)C=1C=C(C=2N(C1)C=CN2)N2CCOCC2)C